C(C)C=1C(=C(C(=C(C(=O)N2C=CC=3C2=NC=CC3)C1F)N)S(N)(=O)=O)C [ethyl(methyl)sulfamoyl[amino]-6-fluoro-benzoyl]-1H-pyrrolo[2,3-b]pyridine